[Ti].B(O)(O)O boric acid titanium